mesityl(p-tolyl)iodonium triflate [O-]S(=O)(=O)C(F)(F)F.C1(=C(C(=CC(=C1)C)C)[I+]C1=CC=C(C=C1)C)C